ClC1=CC=C(C(=N1)I)NC(OC(C)(C)C)=O tert-Butyl N-(6-chloro-2-iodopyridin-3-yl)carbamate